C1(=C(C(=CC=C1)C(=O)O)C(=O)O)C1=C(C(=CC=C1)C(=O)O)C(=O)O 2,3,2',3'-biphenyltetracarboxylic acid